CC1(OC=2C(=NC(=CC2)C=2C(=CC(=NC2)NC(C)=O)NC2=NC(=CC(=C2)O[C@@H]2CC[C@@H](CC2)OC)S(=O)(=O)C)OC1)C N-(5-(2,2-dimethyl-2,3-dihydro-[1,4]dioxino[2,3-b]pyridin-6-yl)-4-((4-((cis-4-methoxycyclohexyl)oxy)-6-(methylsulfonyl)pyridin-2-yl)amino)pyridin-2-yl)acetamide